[Br-].C(CCCCCCCCCCC)(=O)OCCCCCC 6-hexyl laurate bromide